(S or R)-2-(7-acryloyl-5-(4-amino-6-(1,1-difluoroethyl)-5-fluoronicotinoyl)-3,4,5,5a,6,7,8,9-octahydro-2H-1,2,5,7-tetraazabenzo[cd]azulen-2-yl)-5-cyclopropylphenyl acetate C(C)(=O)OC1=C(C=CC(=C1)C1CC1)N1N=C2CCN(C[C@@H]3C2=C1CCN3C(C3=CN=C(C(=C3N)F)C(C)(F)F)=O)C(C=C)=O |o1:20|